ClC=1N=C(N2N=C(N=CC21)N[C@@H]2[C@@H](CN(CC2)S(=O)(=O)C)F)CC(C)C (3R,4S)-N-[5-chloro-7-(2-methylpropyl)imidazo[4,3-f][1,2,4]triazin-2-yl]-3-fluoro-1-methanesulfonylpiperidin-4-amine